Cl.CN(C)CC1=CC=CC=C1 N,N-dimethylbenzylamine, hydrochloride